C(C)(C)(C)OC(NC=1SC2=C(N1)C=CC(=C2)NC2=NC=C(C=C2)OC(F)(F)F)=O.FC(OC=2C=CC(=NC2)NC2=CC1=C(N=C(S1)N)C=C2)(F)F N6-[5-(trifluoromethoxy)-2-pyridyl]-1,3-benzothiazole-2,6-diamine tert-butyl-N-[6-[(5-trifluoromethoxy-2-pyridyl)amino]-1,3-benzothiazol-2-yl]carbamate